C(=O)OC1=CC=C(C=C1)C=C para-vinyl-phenol formate